C1(CC1)C1=NN(C=N1)C1CC2(CN(C2)C(=O)N2CC(C2)OC=2C=NC(=CC2)C(F)(F)F)C1 (6-(3-cyclopropyl-1H-1,2,4-triazol-1-yl)-2-azaspiro[3.3]heptan-2-yl)(3-((6-(trifluoromethyl)pyridin-3-yl)oxy)azetidin-1-yl)methanone